C(C)OP(=O)(OCC)ON1N=NC2=C(C1=O)C=CC=C2 3-diethoxyphosphoryloxy-1,2,3-benzotriazine-4(3H)-one